COC(C1=CC(=C(C=C1)OC)[C@@H]1COCCCN1C=O)=O |r| (+-)-3-(4-formyl-1,4-oxazepan-3-yl)-4-methoxybenzoic acid methyl ester